(4aR,8aS)-6-((4S)-4-(5-(1,1-difluoroethyl)pyridin-2-yl)-3-methylpiperidine-1-carbonyl)hexahydro-2H-pyrido[4,3-b][1,4]oxazin-3(4H)-one FC(C)(F)C=1C=CC(=NC1)[C@@H]1C(CN(CC1)C(=O)N1C[C@@H]2[C@@H](OCC(N2)=O)CC1)C